3-((4-(2-((1-cyclopropyl-1H-pyrazol-4-yl)amino)-5-methylpyrimidin-4-yl)-2-fluorophenyl)(methyl)amino)-2,2-dimethylpropanenitrile C1(CC1)N1N=CC(=C1)NC1=NC=C(C(=N1)C1=CC(=C(C=C1)N(CC(C#N)(C)C)C)F)C